(R)-3-(3-fluorophenyl)-N-hydroxy-4-(4-methyltetrahydro-2H-pyran-4-carbonyl)-2,3,4,5-tetrahydrobenzo[f][1,4]oxazepine-8-carboxamide FC=1C=C(C=CC1)[C@@H]1COC2=C(CN1C(=O)C1(CCOCC1)C)C=CC(=C2)C(=O)NO